C1(=CC=CC=C1)[C@@H](C)N |r| (+/-)-alpha-phenylethylamine